N-palmitoyl-arginine C(CCCCCCCCCCCCCCC)(=O)N[C@@H](CCCNC(N)=N)C(=O)O